CC1=CN=C(S1)C=1N=CN2C1N=NN(C2=O)CCOC(F)(F)F 8-(5-Methylthiazol-2-yl)-3-(2-(trifluoromethoxy)ethyl)imidazo[5,1-d][1,2,3,5]tetrazin-4(3H)-one